ClC=1C=CC(=C(C1)N1N=C(C2=NC=C(C=C21)C=2C=NN1C2N=CC=C1)CO)OC(F)F ([1-[5-chloro-2-(difluoromethoxy)phenyl]]-6-pyrazolo[1,5-a]Pyrimidin-3-yl-pyrazolo[4,3-b]Pyridin-3-yl)Methanol